O[C@H]1C[C@H](N(C1)C(=O)OC(C)(C)C)C(=O)OCCCCCCCC(=O)OC(CCCCCCCC)CCCCCCCC O1-tert-butyl O2-[8-(1-octylnonoxy)-8-oxo-octyl] (2S,4S)-4-hydroxypyrrolidine-1,2-dicarboxylate